7-methyl-4-((4-methylphenyl)ethynyl)-7H-pyrrolo[2,3-d]Pyrimidine-6-carboxylic acid ethyl ester C(C)OC(=O)C1=CC2=C(N=CN=C2C#CC2=CC=C(C=C2)C)N1C